ClC=1C=C(C=CC1Cl)C=1N(C(=CC(C1C(=O)O)=O)CC1=NC=C(C=C1)/C=N/OC)CC 2-(3,4-dichlorophenyl)-1-ethyl-6-[[5-[(E)-methoxyiminomethyl]-2-pyridyl]methyl]-4-oxo-pyridine-3-carboxylic acid